2-(4-(1-(benzo[d]thiazol-5-yl)ethyl)piperazin-1-yl)pyrimidine-5-carboxylic acid S1C=NC2=C1C=CC(=C2)C(C)N2CCN(CC2)C2=NC=C(C=N2)C(=O)O